Cl.CC1([C@H]2CN([C@@H]([C@@H]12)C(=O)NCCC(=O)O)C(=O)C1=CC=C2N1CCNC2)C 3-{[(1R,2S,5S)-6,6-dimethyl-3-{1H,2H,3H,4H-pyrrolo[1,2-a]pyrazine-6-carbonyl}-3-azabicyclo[3.1.0]hexan-2-yl]formamido}propanoate hydrochloride